1-p-hydroxyphenyl-2-methylaminoethanol OC1=CC=C(C=C1)C(CNC)O